Ethyl 7-amino-8-bromo-pyrido[2,3-b]pyrazine-6-carboxylate NC1=C(C=2C(=NC=CN2)N=C1C(=O)OCC)Br